4-hydroxy-4-(((S)-4-hydroxy-1-phenylbutyl)carbamoyl)-2-methylpiperidine-1-carboxylic acid tert-butyl ester C(C)(C)(C)OC(=O)N1C(CC(CC1)(C(N[C@@H](CCCO)C1=CC=CC=C1)=O)O)C